2,7-bis[N,N-bis(4-methoxyphenyl)amino]-9,9-spirobi[9H-fluorene] COC1=CC=C(C=C1)N(C1=CC=C(C=C1)OC)C1=CC=2C3(C4=CC(=CC=C4C2C=C1)N(C1=CC=C(C=C1)OC)C1=CC=C(C=C1)OC)C1=CC=CC=C1C=1C=CC=CC13